[Cl-].C(C1=CC=CC=C1)[N+]1=CN(C=C1)[C@H](C(=O)NCC1=CC(=CC(=C1)C(C)(C)C)C(C)(C)C)CCCC (S)-3-benzyl-1-(1-((3,5-di-tert-butylbenzyl)amino)-1-oxohexan-2-yl)-1H-imidazol-3-ium chloride